COC1=C(CNC=2C=3N(C4=CC(=C(C=C4N2)F)C(=O)OC)C=NC3)C=CC(=C1)OC methyl 4-((2,4-dimethoxybenzyl)amino)-7-fluoroimidazo[1,5-a]quinoxaline-8-carboxylate